C1(=CC=CC2=CC=CC=C12)S(=O)(=O)O\N=C\1/SC=C/C1=C(/C#N)\C1=C(C=CC=C1)C (Z)-2-((Z)-2-(naphthylsulfonyloxyimino)thiophen-3(2H)-ylidene)-2-o-tolylacetonitrile